OC1=C(C(=CC(=C1C(=O)N[C@@H](CC1=CC=CC=C1)C(=O)OC)CCCCC)O)C1CCCC(=C1)C methyl (2,6-dihydroxy-5'-methyl-4-pentyl-1',2',3',4'-tetrahydro-[1,1'-biphenyl]-3-carbonyl)-L-phenylalaninate